(E)-(3-(3-(naphthalen-2-yl)-1-phenyl-1H-pyrazol-4-yl)acryloyl)-D-tyrosine C1=C(C=CC2=CC=CC=C12)C1=NN(C=C1/C=C/C(=O)N[C@H](CC1=CC=C(C=C1)O)C(=O)O)C1=CC=CC=C1